[(3R,3'R)-3'-hydroxy-1,4-dihydro-1'H,2H-spiro[isoquinoline-3,4'-piperidin]-1'-yl][8-(methoxymethyl)-6-methyl-5,6,7,8-tetrahydroimidazo[1,2-a]pyridin-2-yl]methanone O[C@@H]1CN(CC[C@@]12NCC1=CC=CC=C1C2)C(=O)C=2N=C1N(CC(CC1COC)C)C2